2-(3-fluorophenyl)morpholine FC=1C=C(C=CC1)C1CNCCO1